[Si]([O-])([O-])([O-])O.[Si](O)(O)(O)O.[Yb+3] ytterbium di-silicate